C(C)(C)(C)OC(=O)N1C=NC(=C1)C[C@H](NC(=O)OC(C)(C)C)C1=NC(=NO1)CC1=CC=CC=C1 (S)-4-(2-(3-benzyl-1,2,4-oxadiazol-5-yl)-2-((tert-butoxycarbonyl)amino)ethyl)-1H-imidazole-1-carboxylic acid tert-butyl ester